BrC=1C=C(C=C(C1)S(=O)(=O)CC)N1C=C(N=CC1=O)CCC1CCN(CC1)C(=O)OC(C)(C)C tert-butyl 4-[2-[4-(3-bromo-5-ethylsulfonyl-phenyl)-5-oxo-pyrazin-2-yl]ethyl]piperidine-1-carboxylate